C(C1=NNC=N1)C1=NNC=N1 3,3'-methylenebis(1H-1,2,4-triazole)